ClC1=CC=C(C=C1)CN1C([C@H](CSC2=C1C=C(C(=C2)F)N2N=NC(=C2)CC)NC(OC(C)(C)C)=O)=O tert-butyl N-[(3R)-5-[(4-chlorophenyl)methyl]-7-(4-ethyltriazol-1-yl)-8-fluoro-4-oxo-2,3-dihydro-1,5-benzothiazepin-3-yl]carbamate